C(C)(C)(C)C1=CC=C(OCC(=O)N)C=C1 2-(4-tert-butylphenoxy)acetamide